2-(2-bromopyridin-4-yl)-5-fluoro-7-{[(3S)-oxolan-3-yl]oxy}-3-(pyridin-2-yl)-1H-pyrrolo[3,2-b]pyridine BrC1=NC=CC(=C1)C1=C(C2=NC(=CC(=C2N1)O[C@@H]1COCC1)F)C1=NC=CC=C1